OC1=C(C(=O)OCCCCCCCCCCCCCCCCCCCCCCCC)C=CC=C1 tetracosyl o-hydroxybenzoate